CC1=C(C=CC(=C1)OC)S(=O)(=O)N Methyl-4-methoxybenzenesulfonamide